ClC1=CC(=C(C=C1)C1CCN(CC1)N1C(CCC1)=O)F (4-(4-chloro-2-fluorophenyl)piperidin-1-yl)pyrrolidin-2-one